1-[6-(benzyloxy)hexyl]-4-methyl-1H-benzotriazol C(C1=CC=CC=C1)OCCCCCCN1N=NC2=C1C=CC=C2C